(6R)-17-amino-11,11-dimethyl-6,15-bis(trifluoromethyl)-13,19-dioxa-3,4,18-triazatricyclo[12.3.1.12,5]nonadeca-1(18),2,4,14,16-pentaen-6-ol NC1=CC(=C2OCC(CCCC[C@](C3=NN=C(C1=N2)O3)(O)C(F)(F)F)(C)C)C(F)(F)F